cyclopropyl-(4-ethoxyphenyl)methanone C1(CC1)C(=O)C1=CC=C(C=C1)OCC